FCCCN1CCC(CC1)C=1C=C2CN(C(C2=CC1)=O)C1C(NC(CC1)=O)=O 3-(5-(1-(3-fluoropropyl)piperidin-4-yl)-1-oxoisoindolin-2-yl)piperidine-2,6-dione